(S)-11-methoxy-1,2,3,5,6,7,12,12a-octahydropyrrolo[1',2':1,7]azepino[4,5-b]indole COC=1C=2C3=C(NC2C=CC1)CCN1[C@H](C3)CCC1